N-[2,5-difluoro-4-(trifluoromethyl)phenyl]-5-(4-fluoro-3-pyridyl)-1H-pyrrole-3-sulfonamide FC1=C(C=C(C(=C1)C(F)(F)F)F)NS(=O)(=O)C1=CNC(=C1)C=1C=NC=CC1F